C(C)(C)(C)OC(=O)C1=C(C=C(C=C1)C1=NC=NC2=CC(=CC=C12)OCCCCCCCCCC(=O)O)C1CCCC1 10-[4-(4-tert-butoxycarbonyl-3-cyclopentyl-phenyl)quinazolin-7-yl]oxydecanoic acid